[1-[[3-[[(4S)-chroman-4-yl]carbamoyl]-5-cyano-phenyl]methyl]-4,4-diethyl-6-oxo-hexahydropyrimidin-2-ylidene]ammonium O1CC[C@@H](C2=CC=CC=C12)NC(=O)C=1C=C(C=C(C1)C#N)CN1C(NC(CC1=O)(CC)CC)=[NH2+]